L-phenylalaninamide N[C@@H](CC1=CC=CC=C1)C(=O)N